ClC1=C(C=C(C(=O)N(C2=NC=CC(=C2)I)[C@@H]2CN(CCC2)C(=O)OC(C)(C)C)C=C1)I tert-butyl (S)-3-(4-chloro-3-iodo-N-(4-iodopyridin-2-yl)benzamido)piperidine-1-carboxylate